FC1=C(C=CC(=C1C1=CC2=C(N=C(N=C2)S(=O)(=O)C)N(C1=O)C)F)NS(=O)(=O)N1C[C@@H](CC1)F (R)-N-(2,4-difluoro-3-(8-methyl-2-(methylsulfonyl)-7-oxo-7,8-dihydropyrido[2,3-d]pyrimidin-6-yl)phenyl)-3-fluoropyrrolidine-1-sulfonamide